C(C)(C)(C)N1N=NC(=C1)C(=O)NCC1=NC=C(C=C1C)C1=NC(=NC=C1)Cl 1-(tert-butyl)-N-((5-(2-chloropyrimidin-4-yl)-3-methylpyridin-2-yl)methyl)-1H-1,2,3-triazole-4-carboxamide